triethylhexylphosphorus C(C)[P](CCCCCC)(CC)CC